1-(3-(allyloxy)phenyl)-3-(6-quinolyl)urea C(C=C)OC=1C=C(C=CC1)NC(=O)NC=1C=C2C=CC=NC2=CC1